ClC1=C2N(C(C(=C1)NC1=C3N(C=NC3=NC=N1)OCC[Si](C)(C)C)=O)C1(CCCCC1)NC2=O 8-Chloro-6-[[7-(2-trimethylsilylethoxy)purin-6-yl]amino]spiro[2H-imidazo[1,5-a]pyridine-3,1'-cyclohexane]-1,5-dione